FC=1C(=CC2=C(N=C(S2)C2=C3N=CC(=NC3=CC(=C2)C)OC)C1)OCCO 2-((5-fluoro-2-(2-methoxy-7-methylquinoxalin-5-yl)benzo[d]thiazol-6-yl)oxy)ethanol